NC(=S)[S-].[Ag+] silver aminodithioformate